C(C)(C)(C)OC(=O)N[C@@H](CC(=O)OCC)C=1C=C(C=C(C1F)C1CC1)C1=C(C=C(C=C1OS(=O)(=O)C(F)(F)F)C)C Ethyl (S)-3-((tert-butoxycarbonyl)amino)-3-(5-cyclopropyl-4-fluoro-2',4'-dimethyl-6'-(((trifluoromethyl)sulfonyl)oxy)-[1,1'-biphenyl]-3-yl)propanoate